CC1=NN2C(C=C(C=C2)Br)=C1 2-methyl-5-bromo-pyrazolo[1,5-a]pyridine